C1=CC=CC=2C3=CC=CC=C3C(C12)COC(=O)NC(C(=O)OC(C)(C)C)CCC1=C(C=CC=C1)C tert-Butyl 2-((((9H-fluoren-9-yl)methoxy) carbonyl)amino)-4-(o-tolyl)butanoate